ClC1=C(C=C(C(=C1)C(F)(F)F)F)NC(CN1C=2N(C(C(=C1CC)N1C[C@H](NCC1)C)=O)N=C(N2)C=2CCOCC2)=O (R)-N-(2-chloro-5-fluoro-4-(trifluoromethyl)phenyl)-2-(2-(3,6-dihydro-2H-pyran-4-yl)-5-ethyl-6-(3-methylpiperazine-1-yl)-7-oxo-[1,2,4]triazolo[1,5-a]pyrimidin-4(7H)-yl)acetamide